OC1=CC=C(C=C1)SC=1N([C@H]2[C@H](OC)[C@H](O)[C@@H](CO)O2)C=2N=CN=C(C2N1)N 8-(4-Hydroxyphenylthio)-2'-O-methyladenosine